1-Hexyl-3-Methylpyrrolidinium triflat [O-]S(=O)(=O)C(F)(F)F.C(CCCCC)[NH+]1CC(CC1)C